C12CNCC(CC1)N2C2=C(C=C(C=C2)C=2N=C(SC2C)NC([C@H](C)N2N=CC=1N(C(N(C(C12)=O)C)=O)C)=O)F (2S)-N-(4-(4-(3,8-diazabicyclo[3.2.1]octan-8-yl)-3-fluorophenyl)-5-methylthiazol-2-yl)-2-(4,6-dimethyl-5,7-dioxo-4,5,6,7-tetrahydro-1H-pyrazolo[4,3-D]pyrimidin-1-yl)propionamide